5-(2-ethoxypyridin-3-yl)-1-isopropyl-7-((5-methoxypyridin-3-yl)ethynyl)-3-methyl-1H-pyrazolo[4,3-b]Pyridine C(C)OC1=NC=CC=C1C1=CC(=C2C(=N1)C(=NN2C(C)C)C)C#CC=2C=NC=C(C2)OC